2-[(2R)-4-[4-chloro-2-(trifluoromethyl)benzoyl]-2-ethylpiperazin-1-yl]-5-(2-ethoxypyridin-3-yl)-N-[(pyridin-3-yl)methyl]benzamide butyl-quinoline-4-carboxylate C(CCC)OC(=O)C1=CC=NC2=CC=CC=C12.ClC1=CC(=C(C(=O)N2C[C@H](N(CC2)C2=C(C(=O)NCC=3C=NC=CC3)C=C(C=C2)C=2C(=NC=CC2)OCC)CC)C=C1)C(F)(F)F